6-{[2,6-bis(phenyl)phenyl-(2,6-dimethoxyphenyl)]-phosphino}-4-trifluoromethyl-2-(2-isopropylphenyl)-phenol C1(=CC=CC=C1)C1=C(C(=CC=C1)C1=CC=CC=C1)C=1C(=C(C(=CC1)OC)PC1=CC(=CC(=C1O)C1=C(C=CC=C1)C(C)C)C(F)(F)F)OC